3-(5-(2-(4-benzhydryl-piperazin-1-yl)ethyl)-1-oxoisoindolin-2-yl)piperidine-2,6-dione C(C1=CC=CC=C1)(C1=CC=CC=C1)N1CCN(CC1)CCC=1C=C2CN(C(C2=CC1)=O)C1C(NC(CC1)=O)=O